3-(pyridin-4-ylcarbamoyl)-1H-indazole-1-carboxylic acid tert-butyl ester C(C)(C)(C)OC(=O)N1N=C(C2=CC=CC=C12)C(NC1=CC=NC=C1)=O